C(C(O)CO)C(O)[C@H](O)[C@@H](O)[C@H](O)[C@H](O)CO glyceryl-sorbitol